(2S,3S,4R,5R)-3,4-dihydroxyl-5-(2-(5-methoxypyridin-3-yl)-6-((pyridin-2-ylmethyl)amino)-9H-purin-9-yl)-N-methyltetrahydrothiophen-2-formamide O[C@@H]1[C@H](S[C@H]([C@@H]1O)N1C2=NC(=NC(=C2N=C1)NCC1=NC=CC=C1)C=1C=NC=C(C1)OC)C(=O)NC